3,5-dibromophenylmethylhydrazine BrC=1C=C(C=C(C1)Br)CNN